ClC=1C=CC2=C(C[C@@H](CC=3N2C(=NN3)[C@@H]3CC[C@H](CC3)OC3=NC=CC=C3)NC(C(C)C)=O)C1 N-{(5S)-8-chloro-1-[trans-4-(pyridin-2-yloxy)cyclohexyl]-5,6-dihydro-4H-[1,2,4]triazolo[4,3-a][1]benzazepin-5-yl}-2-methylpropanamide